COC1=CC=C(C=C1)CCC(=O)NO 3-(4-methoxyphenyl)propanhydroxamic acid